CC1=CC=CC=2N(N=NC21)CC(F)(F)F 4-methyl-1-(2,2,2-trifluoroethyl)-1H-benzotriazole